N[C@H](C(=O)O)CC1=CC=C(C=C1)C(F)F (S)-2-amino-3-(4-(difluoromethyl)phenyl)propanoic acid